4-methoxythiazole-5-carboxamide COC=1N=CSC1C(=O)N